C(C#CC)N1C2=C(OC(C1=O)(F)F)C=C(C(=C2)C2=C(C(=C(C(=C2F)F)F)F)F)F 4-(but-2-yn-1-yl)-2,2,7-trifluoro-6-(perfluorophenyl)-2H-benzo[b][1,4]oxazin-3(4H)-one